ClC1=CC(=CC(=N1)N1CCN(CC1)S(=O)(=O)C1=CC=C(C=C1)C=1C(=C(C(=O)N)C=CC1)OC)C(F)(F)F [4-[4-[6-chloro-4-(trifluoromethyl)-2-pyridyl]piperazin-1-yl]sulfonylphenyl]-2-methoxy-benzamide